(S)-N-(2-amino-1-(3-chloro-5-fluoro-phenyl)ethyl)-1-(5-methyl-2-((tetrahydro-2H-pyran-4-yl)amino)-pyrimidin-4-yl)-1H-imidazole-4-carboxamide NC[C@H](C1=CC(=CC(=C1)F)Cl)NC(=O)C=1N=CN(C1)C1=NC(=NC=C1C)NC1CCOCC1